FC1=CC=CC=2C(=N[C@@H](C(NC21)=O)NC(=O)C2=C(N=C1N2N=C(C=C1)OC1CN(C1)C)C1=CC=CC=C1)C1=CC=CC=C1 N-[(3S)-9-fluoro-2-oxo-5-phenyl-1,3-dihydro-1,4-benzodiazepine-3-Yl]-6-(1-methylazetidin-3-yl)oxy-2-phenylimidazo[1,2-b]pyridazine-3-carboxamide